C(C#C)OC(=O)C1=NC(=C(C(=C1Cl)N)F)C1=CC=C2C=CNC2=C1F Prop-2-yn-1-yl-4-amino-3-chloro-5-fluoro-6-(7-fluoro-1H-indol-6-yl)pyridin-2-carboxylat